OC(CC#CCCCC(=O)[O-])CC#CCCCC(=O)[O-] 2-Hydroxypropane-1,3-diylbis(hex-5-ynoate)